N1=CC=CC2=C1C1=NC=3C=CC=CC3N=C1C1=C2N=CC=C1 DIPYRIDINOPHENAZINE